5-bromo-2,7-dimethyl-2H-pyrazolo[3,4-c]pyridine BrC1=CC=2C(C(=N1)C)=NN(C2)C